2-ethyl-2H-benzo[b][1,4]oxazin-3(4H)-one C(C)C1C(NC2=C(O1)C=CC=C2)=O